4-(9-aminononylamino)-2-(2,6-dioxo-3-piperidyl)isoindoline-1,3-dione NCCCCCCCCCNC1=C2C(N(C(C2=CC=C1)=O)C1C(NC(CC1)=O)=O)=O